4-((tert-Butoxycarbonyl)amino)-2-fluoro-6-vinylbenzoic acid methyl ester COC(C1=C(C=C(C=C1C=C)NC(=O)OC(C)(C)C)F)=O